2-(benzylthio)-4-(4-bromophenyl)-1-(3-fluorophenyl)-1H-imidazole C(C1=CC=CC=C1)SC=1N(C=C(N1)C1=CC=C(C=C1)Br)C1=CC(=CC=C1)F